C(C)OC(=O)C1=CC=2N=CN=C(C2N1S(=O)(=O)C1=CC=C(C=C1)C)SC 5-[(4-methylphenyl)sulfonyl]-4-(methylsulfanyl)-5H-pyrrolo[3,2-d]pyrimidine-6-carboxylic acid ethyl ester